N-[4-(cyanomethoxy)-2,5-difluorophenyl]-5-(2-fluorophenyl)-1H-pyrrole-3-sulfonamide C(#N)COC1=CC(=C(C=C1F)NS(=O)(=O)C1=CNC(=C1)C1=C(C=CC=C1)F)F